1-ethyl-3-((2-methyloxiran-2-yl)methyl)tetrahydropyrimidin-2(1H)-one C(C)N1C(N(CCC1)CC1(OC1)C)=O